CC(C)(C)[S@@](=O)N[C@@H]1[C@H](OCC12CCN(CC2)C(=O)OC(C)(C)C)C tert-butyl (3R,4S)-4-((R)-1,1-dimethylethylsulfinamido)-3-methyl-2-oxa-8-azaspiro[4.5]decane-8-carboxylate